(1s,4s)-Methyl 4-((tert-butoxycarbonyl)amino)cyclohexanecarboxylate C(C)(C)(C)OC(=O)NC1CCC(CC1)C(=O)OC